C(C)N1C=NC=C1COC(=O)C=1C=CC2=C(NC(=N2)CC2CC=C(CC2)C2=NC=C(C(=N2)OCOC)F)C1 ((1-ethyl-1H-imidazol-5-yl) methyl)-2-((4-(5-fluoro-4-(methoxymethoxy) pyrimidin-2-yl) cyclohex-3-en-1-yl) methyl)-1H-benzo[d]imidazole-6-carboxylate